2-(6-(2-amino-1-(2,2-dimethylcyclopropyl)-1-hydroxyethyl)-3-fluoro-2-(4-fluorophenyl)-pyridin-4-yl)propan-2-ol NCC(O)(C1C(C1)(C)C)C1=CC(=C(C(=N1)C1=CC=C(C=C1)F)F)C(C)(C)O